NC(/C=C/CC[C@@H](C(=O)NC=1C(N(C=CC1)CC=1SC2=C(N1)C=CC=C2)=O)NC(OCCO)=O)=O 2-hydroxyethyl (S,E)-(7-amino-1-((1-(benzo[d]thiazol-2-ylmethyl)-2-oxo-1,2-dihydropyridin-3-yl)amino)-1,7-dioxohept-5-en-2-yl)carbamate